2-(2-azido-5-(4-(tert-butoxycarbonyl)piperazin-1-yl)phenyl)acetic acid N(=[N+]=[N-])C1=C(C=C(C=C1)N1CCN(CC1)C(=O)OC(C)(C)C)CC(=O)O